(2r,4r)-1-(tert-butoxycarbonyl)-4-methoxypyrrolidine-2-carboxylic acid C(C)(C)(C)OC(=O)N1[C@H](C[C@H](C1)OC)C(=O)O